C(C1=CC=CC=C1)C1=NOC(=N1)CCNC(=O)[C@H]1N(C[C@@H](C1)O)C([C@H](C(C)(C)C)N1N=NC(=C1)C1CC1)=O (2S,4r)-N-[2-(3-benzyl-1,2,4-oxadiazol-5-yl)ethyl]-1-[(2S)-2-(4-cyclopropyltriazol-1-yl)-3,3-dimethyl-butyryl]-4-hydroxy-pyrrolidine-2-carboxamide